NC1=C(OCC(C)O)C=C(C=C1)[N+](=O)[O-] 1-(2-amino-5-nitrophenoxy)propan-2-ol